COC1=C(C(=CC=C1)OC)C1=CC=C2C(C(COC2=C1)(C)C)NC(O[C@@H]1CN2CCC1CC2)=O (S)-quinuclidin-3-yl (7-(2,6-dimethoxyphenyl)-3,3-dimethylchroman-4-yl)carbamate